(S)-3-((1-(6-aminohexan-2-yl)-5-bromo-7-(methoxycarbonyl)-1H-benzo[d]imidazol-2-yl)carbamoyl)benzoic acid NCCCC[C@H](C)N1C(=NC2=C1C(=CC(=C2)Br)C(=O)OC)NC(=O)C=2C=C(C(=O)O)C=CC2